ClC=1C(=NC(=NC1)N1C2(CCC2)CC(CC1)NC1=CC=C2C(=NN(C2=C1)C)C1C(NC(CC1)=O)=O)NC=1C=C2CC(N(C2=CC1)C)=O 3-[6-[[5-[5-chloro-4-[(1-methyl-2-oxo-indolin-5-yl)amino]pyrimidin-2-yl]-5-azaspiro[3.5]non-8-yl]amino]-1-methyl-indazol-3-yl]piperidine-2,6-dione